CN(C=1C=C2CCN[C@@H](C2=CC1)CNC1=C(C(=O)O)C=CN=C1)C1=CC=C(C=C1)CC(F)(F)F (S)-3-(((6-(methyl(4-(2,2,2-trifluoro-ethyl)phenyl)amino)-1,2,3,4-tetrahydro-isoquinolin-1-yl)methyl)amino)isonicotinic acid